N-Sulfonylaminopyridinium S(=O)(=O)=N[N+]1=CC=CC=C1